(R)-N-((4-((4-(dimethylamino)-1-((4-fluorophenyl)thio)butan-2-yl)amino)-3,5-difluorophenyl)sulfonyl)-1-fluorocyclohexane-1-carboxamide CN(CC[C@H](CSC1=CC=C(C=C1)F)NC1=C(C=C(C=C1F)S(=O)(=O)NC(=O)C1(CCCCC1)F)F)C